(S)-1-(oxetan-2-ylmethyl)-2-((4-(6-(1-phenylcyclobutoxy)pyridin-2-yl)piperazin-1-yl)methyl)-1H-benzo[d]imidazole-6-carboxylic acid O1[C@@H](CC1)CN1C(=NC2=C1C=C(C=C2)C(=O)O)CN2CCN(CC2)C2=NC(=CC=C2)OC2(CCC2)C2=CC=CC=C2